N-(biphenyl-4-yl)-5-bromobiphenyl-2-amine C1(=CC=C(C=C1)NC=1C(=CC(=CC1)Br)C1=CC=CC=C1)C1=CC=CC=C1